(trifluoromethoxy)benzamide FC(OC1=C(C(=O)N)C=CC=C1)(F)F